5-Cyano-2-ethyl-1-(4-methoxy-6-(3,3,3-trifluoropropyl)pyridin-3-yl)-1H-imidazole-4-carboxylic Acid C(#N)C1=C(N=C(N1C=1C=NC(=CC1OC)CCC(F)(F)F)CC)C(=O)O